Methyl 2-(2-chloro-5-((8-(1-ethyl-3-(trifluoromethyl)-1H-pyrazol-4-yl)-6-((2-imino-3-methyl-2,3-dihydro-1H-imidazol-1-yl)methyl)-4-oxochroman-3-yl)methyl)phenoxy)acetate ClC1=C(OCC(=O)OC)C=C(C=C1)CC1COC2=C(C=C(C=C2C1=O)CN1C(N(C=C1)C)=N)C=1C(=NN(C1)CC)C(F)(F)F